3-methyl-3-MethylolOxetane CC1(COC1)CO